C(C)(C)(C)NC(CN(C)C=1C2=C(N=C(N1)C1=NC=CC(=C1)OCCO)CCC2)=O N-(tert-butyl)-2-((2-(4-(2-hydroxyethoxy)pyridin-2-yl)-6,7-dihydro-5H-cyclopenta[d]pyrimidin-4-yl)(methyl)amino)acetamide